1,1-bis-(5-tert-butyl-4-hydroxy-2-methylphenyl)-butane C(C)(C)(C)C=1C(=CC(=C(C1)C(CCC)C1=C(C=C(C(=C1)C(C)(C)C)O)C)C)O